FC=1C=C(C=CC1C(F)(F)F)CC(=O)N1CCN(CC1)C=1C=CC=2N(N1)C=NN2 2-[3-fluoro-4-(trifluoromethyl)phenyl]-1-(4-{[1,2,4]triazolo[4,3-b]pyridazin-6-yl}piperazin-1-yl)ethan-1-one